NC1=NC=CC=C1[C@@H](C)N(C1=NC(=NC(=N1)OC[C@]12CCCN2C[C@@H](C1)F)N1C(C2(CC1)C(CCCC2)=O)=O)C 2-(4-(((R)-1-(2-aminopyridin-3-yl)ethyl)(methyl)amino)-6-(((2R,7aS)-2-fluorotetrahydro-1H-pyrrolizin-7a(5H)-yl)methoxy)-1,3,5-triazin-2-yl)-2-azaspiro[4.5]decane-1,6-dione